4-(aminophenyl)-porphyrin NC1=C(C=CC=C1)C12CC=C(N1)C=C1C=CC(C=C3C=CC(=CC=4C=CC(=C2)N4)N3)=N1